FC(C)(C)C1C(C1)C(=O)NC=1N=CC2=CC(=C(C=C2C1)C1CCN(CC1)C1(COCC1O)C)C 2-(2-fluoropropan-2-yl)-N-(6-(1-(4-hydroxy-3-methyltetrahydrofuran-3-yl)piperidin-4-yl)-7-methylisoquinolin-3-yl)cyclopropane-1-carboxamide